tert-amyl alcohol bismuth [Bi].C(C)(C)(CC)O